NCCNC(CCCCC[C@H]1NC(N[C@H]1C)=O)=O N-(2-aminoethyl)-6-((4R,5S)-5-methyl-2-oxoimidazolidin-4-yl)hexanamide